BrC=1N=C(C(=NC1)OC1CNCC1)C 5-bromo-3-methyl-2-(pyrrolidin-3-yloxy)pyrazine